C1(C(CCCCCC)CCCC1)O butano-octanol